2,3-dimethyl-9,10-anthraquinone CC1=CC=2C(C3=CC=CC=C3C(C2C=C1C)=O)=O